COC(C1=C(C=CC(=C1)C1=NOC(=N1)C(C)(C)O)OC)=O 5-(5-(2-hydroxy-propan-2-yl)-1,2,4-oxadiazol-3-yl)-2-methoxybenzoic acid methyl ester